ClC1=NC=C(C(=C1)C1=C(C=NC(=C1)C)C(=O)NC=1[Se]C(=NN1)CC1=CC=C(C=C1)C#N)OC 2'-chloro-N-(5-(4-cyanobenzyl)-1,3,4-selenadiazol-2-yl)-5'-methoxy-6-methyl-[4,4'-bipyridine]-3-carboxamide